N-((1H-pyrrolo[3,2-b]pyridin-2-yl)methyl)-2-(3-((4-methoxybutyl)amino)-6-(1-methyl-1H-pyrazol-4-yl)-2-oxopyrazin-1(2H)-yl)acetamide N1C(=CC2=NC=CC=C21)CNC(CN2C(C(=NC=C2C=2C=NN(C2)C)NCCCCOC)=O)=O